C(C)(C)(C)OC(=O)NC[C@H](S(=O)(=O)C)C1CN(C1)C(=O)OCC1=CC=CC=C1 |r| rac-benzyl 3-(2-(tert-butoxycarbonylamino)-1-(methylsulfonyl)ethyl)azetidine-1-carboxylate